[Si](C)(C)(C(C)(C)C)OCCCOC1=NN(C=C1[N+](=O)[O-])C1CCOC2(CC2)C1 3-(3-((tert-butyldimethylsilyl)oxy)propoxy)-4-nitro-1-(4-oxaspiro[2.5]oct-7-yl)-1H-pyrazole